1-hydroxy-4-methyl-6-(4-methylphenoxy)-2-pyridone ON1C(C=C(C=C1OC1=CC=C(C=C1)C)C)=O